C(C)(C)(C)C1=CC2=C(OP(OC3=C2C=C(C=C3C(C)(C)C)C(C)(C)C)OCCN(CCOP3OC2=C(C4=C(O3)C(=CC(=C4)C(C)(C)C)C(C)(C)C)C=C(C=C2C(C)(C)C)C(C)(C)C)CCOP2OC4=C(C3=C(O2)C(=CC(=C3)C(C)(C)C)C(C)(C)C)C=C(C=C4C(C)(C)C)C(C)(C)C)C(=C1)C(C)(C)C tris(2-[(2,4,8,10-tetrakis-tert-butyldibenzo[d,f][1,3,2]dioxaphosphepine-6-yl)oxy]ethyl)amine